t-butyl (R)-3-(hydroxymethyl)-4-(4-iodo-5-(trifluoromethyl)pyridin-2-yl)piperazin-1-carboxylate OC[C@H]1CN(CCN1C1=NC=C(C(=C1)I)C(F)(F)F)C(=O)OC(C)(C)C